NCC=1N=C2N(C=C(C=C2NS(=O)(=O)C)C2CC2)C1 N-(2-(aminomethyl)-6-cyclopropylimidazo[1,2-a]pyridin-8-yl)methanesulfonamide